2-(hydroxymethyl)propane-1,3-diyl Diheptanoate C(CCCCCC)(=O)OCC(COC(CCCCCC)=O)CO